N,N'-di-BOC-S-methylisothiourea C(=O)(OC(C)(C)C)NC(SC)=NC(=O)OC(C)(C)C